C(CCC)N1C(C2=C(C(=C1)C=1C=C(C#N)C=CC1OC)C=CN2)=O 3-(6-butyl-7-oxo-1H-pyrrolo[2,3-c]pyridin-4-yl)-4-methoxy-benzonitrile